ClC1=C(C=C(C=C1)N1CC(C2=NC(=CC=C21)C(=O)N2C(CN(CC2)C=2SC=C(N2)C(=O)O)(C)C)(C)C)F 2-(4-(1-(4-chloro-3-fluorophenyl)-3,3-dimethyl-2,3-dihydro-1H-pyrrolo[3,2-b]pyridine-5-carbonyl)-3,3-dimethylpiperazin-1-yl)thiazole-4-carboxylic acid